3-(3,4-dihydroquinolin-1(2H)-yl)-N-(3-fluorobenzyl)propanamide N1(CCCC2=CC=CC=C12)CCC(=O)NCC1=CC(=CC=C1)F